(3R)-N-methyl-3-(2-methylphenoxy)-3-phenylpropan-1-amine hydrochloride Cl.CNCC[C@H](C1=CC=CC=C1)OC1=C(C=CC=C1)C